NC1=C(C=C(C=N1)C1=NC(=CC(=C1)S(=O)(=O)NC)N1[C@@H](CCC1)C)OC=1C=NN(C1)C1CCN(CC1)C (R)-6'-amino-N-methyl-5'-((1-(1-methylpiperidin-4-yl)-1H-pyrazol-4-yl)oxy)-6-(2-methylpyrrolidin-1-yl)-[2,3'-bipyridine]-4-sulphonamide